1-(4-(6-(8-hydroxynaphthalen-2-yl)-5-methyl-2-((1-methylpyrrolidin-2-yl)methoxy)pyrimidin-4-yl)piperazin-1-yl)prop-2-en-1-one OC=1C=CC=C2C=CC(=CC12)C1=C(C(=NC(=N1)OCC1N(CCC1)C)N1CCN(CC1)C(C=C)=O)C